1-[3-chloro-5-[[1-(difluoromethyl)imidazol-2-yl]methoxy]phenyl]-5-(2-oxo-1H-pyridin-3-yl)-3-(3-pyridyl)pyrimidine-2,4-dione ClC=1C=C(C=C(C1)OCC=1N(C=CN1)C(F)F)N1C(N(C(C(=C1)C=1C(NC=CC1)=O)=O)C=1C=NC=CC1)=O